CC1=NC(=CC(=N1)NC1=NN2C(C=C(C=C2)B2OC(C(O2)(C)C)(C)C)=C1)C N-(2,6-dimethylpyrimidin-4-yl)-5-(4,4,5,5-tetramethyl-1,3,2-dioxaborolan-2-yl)pyrazolo[1,5-a]pyridin-2-amine